(7R,8aS)-7-(2,3-dichloro-6-methoxyphenyl)-1-methyl-hexahydro-1H-pyrrolo[1,2-a]pyrazin-4-one ClC1=C(C(=CC=C1Cl)OC)[C@H]1C[C@@H]2N(C(CNC2C)=O)C1